benzyl-N-[(1S)-1-[(2S,5R)-5-azido-6-hydroxy-tetrahydropyran-2-yl]ethyl]-N-methyl-carbamate C(C1=CC=CC=C1)OC(N(C)[C@@H](C)[C@H]1OC([C@@H](CC1)N=[N+]=[N-])O)=O